CC(=CCC(C)O)C 3,3-dimethylallylethanol